tert-Butyl ((6-(2-aminopyrimidin-5-yl)pyridin-3-yl)methyl)(methyl)carbamate NC1=NC=C(C=N1)C1=CC=C(C=N1)CN(C(OC(C)(C)C)=O)C